2-[(2R)-2-methoxy-2-phenylacetyl]-5-{2-[(2R)-2-methoxy-2-phenylacetyl]-1,3-dioxo-2,3-dihydro-1H-indene-5-carbonyl}-2,3-dihydro-1H-indene-1,3-dione CO[C@@H](C(=O)C1C(C2=CC=C(C=C2C1=O)C(=O)C=1C=C2C(C(C(C2=CC1)=O)C([C@@H](C1=CC=CC=C1)OC)=O)=O)=O)C1=CC=CC=C1